FC=1C=CC(=NC1)C1=NN(C=C1C1=C2C(=NC=C1)N(C(=C2)C(F)(F)F)COCC[Si](C)(C)C)C 4-(3-(5-Fluoropyridin-2-yl)-1-methyl-1H-pyrazol-4-yl)-2-(trifluoromethyl)-1-((2-(trimethylsilyl)ethoxy)methyl)-1H-pyrrolo[2,3-b]pyridine